6-(quinolin-6-yl)-2-(2,2,2-trifluoroethoxy)pyrido[4,3-d]pyrimidin-7(6H)-one N1=CC=CC2=CC(=CC=C12)N1C=C2C(N=C(N=C2)OCC(F)(F)F)=CC1=O